CC1=C(OC2=CC=3C(=NSN3)C=C2)C=CC(=C1)[N+](=O)[O-] 5-(2-methyl-4-nitrophenoxy)benzo[c][1,2,5]thiadiazole